FC(C=1C=CC(=NC1)C=1C=NC=CN1)(F)F 3-[5-(trifluoromethyl)pyridin-2-yl]pyrazin